8-(4-chlorophenyl)-4-oxo-2-sulfanyl-3H-pyrazolo[1,5-a][1,3,5]triazine-7-carbonitrile ClC1=CC=C(C=C1)C=1C(=NN2C1N=C(NC2=O)S)C#N